1-(6-amino-5-((2-amino-3-chloropyridin-4-yl)thio)pyrazin-2-yl)-7',8'-dihydro-5'H-spiro[piperidine-4,6'-quinolin]-7'-amine NC1=C(N=CC(=N1)N1CCC2(CC=3C=CC=NC3CC2N)CC1)SC1=C(C(=NC=C1)N)Cl